C(C)NCCN(C)C N-ethyl-N',N'-dimethyl-ethane-1,2-diamine